methyl 1-(4-(1-(tert-butoxycarbonyl)azetidin-3-yl)-2-cyano-6-methylbenzyl)piperidine-4-carboxylate C(C)(C)(C)OC(=O)N1CC(C1)C1=CC(=C(CN2CCC(CC2)C(=O)OC)C(=C1)C)C#N